(6-methoxy-3H-imidazo[4,5-c]pyridin-2-yl)acrylonitrile COC1=CC2=C(C=N1)NC(=N2)C(C#N)=C